C(C)(C)(C)C1=NC(=NO1)C(=O)NCC1=C(C=C(C=C1)C1=NC=NN2C1=CC(=C2)C#CC(CO)(F)F)F 5-tert-butyl-N-[[4-[6-(3,3-difluoro-4-hydroxy-but-1-ynyl)pyrrolo[2,1-f][1,2,4]triazin-4-yl]-2-fluoro-phenyl]methyl]-1,2,4-oxadiazole-3-carboxamide